N,N-dimethyl-N-ethylcyclohexylammonium C[N+](CC)(C)C1CCCCC1